(5-(5-methoxypyridin-2-yl)-1-methyl-1H-imidazol-4-yl)methanone COC=1C=CC(=NC1)C1=C(N=CN1C)C=O